NC=1C=C(C=C2C=C(N=CC12)NC(=O)[C@H]1[C@@H](C1)C#N)C1=C2C(=NC=C1)NC=C2 |r| (±)-trans-N-[8-amino-6-(1H-pyrrolo[2,3-b]pyridin-4-yl)-3-isoquinolyl]-2-cyano-cyclopropanecarboxamide